C(C)(=O)N(C=1SC2=C(C1C(=O)OC)C=CC(=C2Cl)O)CC2=CC=CC=C2 Methyl 2-[acetyl(benzyl)amino]-7-chloro-6-hydroxy-1-benzothiophene-3-carboxylate